[C@@H]1([C@@H](O)[C@H](O)[C@H](O)[C@@H](O1)C)OCCNC(CN(CC(NCC(NCCCCNC([C@H](CCC(=O)OCC1=CC=CC=C1)NC(CCCCCCCCCCCCC)=O)=O)=O)=O)CC(=O)NCCO[C@H]1[C@@H](O)[C@H](O)[C@H](O)[C@@H](O1)C)=O (19S)-benzyl 1-(α-L-fucopyranosyloxy)-6-(2-((2-(α-L-fucopyranosyloxy)ethyl)amino)-2-oxoethyl)-4,8,11,18-tetraoxo-19-tetradecanamido-3,6,9,12,17-pentaazadocosan-22-oate